C(C)[N+](CCO)(CCO)CCO ethyltris(2-hydroxyethyl)ammonium